1-(3-methoxyphenyl)-1-(1-methylpiperidin-4-yl)methanamine COC=1C=C(C=CC1)C(N)C1CCN(CC1)C